BrC1=C2C=CN(C(C2=CN=C1)=O)CC=1N=C2N(C=C(C=C2)CN2CCC(CC2)(C)C)C1 5-bromo-2-({6-[(4,4-dimethylpiperidin-1-yl)methyl]imidazo[1,2-a]pyridin-2-yl}methyl)-1,2-dihydro-2,7-naphthyridin-1-one